NC1(CCN(CC1)C1=CC=C(C=N1)C=1C=2N(C=C(C1)OCC)N=CC2C#N)CN2CCCC2 4-(6-(4-amino-4-(pyrrolidin-1-ylmethyl)piperidin-1-yl)pyridin-3-yl)-6-ethoxypyrazolo[1,5-a]pyridine-3-carbonitrile